C(C)(C)(C)OC(=O)N[C@H](C(=O)N1[C@@H]([C@H]2C([C@H]2C1)(C)C)C(=O)OC)C(C)(C)OC methyl (1R,2S,5S)-3-[(2S)-2-(tert-butoxycarbonylamino)-3-methoxy-3-methyl-butanoyl]-6,6-dimethyl-3-azabicyclo[3.1.0]hexane-2-carboxylate